2-aminospiro[5,6,7,8-tetrahydrocyclohepta[b]thiophene-4,3'-azetidine]-3-carbonitrile NC1=C(C2=C(S1)CCCCC21CNC1)C#N